(2R,3R,4R,5R)-2-(4-aminopyrrolo[2,1-f][1,2,4]triazin-7-yl)-2-cyano-5-((((S)-(((S)-1-isopropoxy-1-oxopropan-2-yl)amino)(phenoxy)phosphoryl)oxy)methyl)tetrahydrofuran-3,4-diyl diacetate C(C)(=O)O[C@H]1[C@](O[C@@H]([C@H]1OC(C)=O)CO[P@](=O)(OC1=CC=CC=C1)N[C@H](C(=O)OC(C)C)C)(C#N)C1=CC=C2C(=NC=NN21)N